ClC1=C(C=C(C=C1)NC(OC(C)C)=O)N1N=C(C=C1C(=O)NC1=C(C=C(C=C1C(=O)NC)Cl)C)C(F)(F)F 1-methylethyl N-[4-chloro-3-[5-[[[4-chloro-2-methyl-6-[(methylamino)carbonyl]phenyl]amino]carbonyl]-3-(trifluoromethyl)-1H-pyrazol-1-yl]phenyl]carbamate